N(N)C1=CC(=NC(=N1)OCCC1=NC=CC=C1)N1CCOCC1 4-(6-hydrazino-2-(2-(pyridine-2-yl)ethoxy)pyrimidine-4-yl)morpholine